methyl (2Z)-2-[2-methyl-5-(2-fluorophenyl)phenoxy]-3-methoxy-2-propenoate CC1=C(O\C(\C(=O)OC)=C/OC)C=C(C=C1)C1=C(C=CC=C1)F